ClC=1C=C(C(=NC1)N1C([C@@](N(C(C1)=O)CC1=CC=C(C=C1)Cl)(C)C(F)F)=O)F (S)-1-(5-chloro-3-fluoro-pyridin-2-yl)-4-(4-chloro-benzyl)-3-(difluoromethyl)-3-methylpiperazine-2,5-dione